CC1[C@@]23C(C(C1C)\C(\C)=N/O)C[C@@H](CC2)C3 |r| (Z)-1-[(1RS,7RS)-2,3-Dimethyltricyclo[5.2.1.01,5]dec-4-yl]ethanon-oxim